2-bromo-5-(tert-butyl)phenol BrC1=C(C=C(C=C1)C(C)(C)C)O